C(C(C)C)C1=CC=C(C=C1)C1CC(CC(C1)=O)=O 5-(4-isobutylphenyl)-1,3-cyclohexanedione